ClC=1C=CC(=C(C1)C=1C(=C(C=NC1)CC1=C(C(=NC=C1)NS(=O)(=O)NC)F)C)F [(4-{[5-(5-chloro-2-fluorophenyl)-4-methylpyridin-3-yl]methyl}-3-fluoropyridin-2-yl)sulfamoyl](methyl)amine